Dimethyl 5-bromopyrazine-2,3-dicarboxylate BrC=1N=C(C(=NC1)C(=O)OC)C(=O)OC